FC1=C(C(=O)O)C(=CC(=C1OC)F)F 2,4,6-trifluoro-3-methoxybenzoic acid